6-amino-4-((1R,2S)-2-methoxycyclobutoxy)nicotinonitrile NC1=NC=C(C#N)C(=C1)O[C@H]1[C@H](CC1)OC